C(C)N1C=[N+](C=C1)CC 1,3-diethylimidazolium